NC([C@H](C[C@H]1C(NCC1)=O)NC(=O)[C@H]1N(CC(C1)C12CC(C1)C2)C(=O)C=2NC1=CC=CC(=C1C2)OC)=O (2S)-N-((S)-1-amino-1-oxo-3-((S)-2-oxopyrrolidin-3-yl)propan-2-yl)-4-(bicyclo[1.1.1]pentan-1-yl)-1-(4-methoxy-1H-indole-2-carbonyl)pyrrolidine-2-carboxamide